N-(1-(3,4-dichlorophenyl)piperidin-3-yl)-4-(trifluoromethoxy)benzene-sulfonamide ClC=1C=C(C=CC1Cl)N1CC(CCC1)NS(=O)(=O)C1=CC=C(C=C1)OC(F)(F)F